bis{4-[(2,2-dimethylpropanoyl)sulfanyl]butyl} {[3-(methylamino)-2-[(methylamino)methyl]propyl]sulfanyl}phosphonate CNCC(CSP(OCCCCSC(C(C)(C)C)=O)(OCCCCSC(C(C)(C)C)=O)=O)CNC